ClC(OC1=CC=C(C=C1)NC(=O)C=1C=C(C2=C(N=C3COC[C@H](N32)C)C1)C=1C=C3C(N(CC3=CC1)C)=O)(F)F (R)-N-(4-(chlorodifluoromethoxy)phenyl)-4-methyl-6-(2-methyl-3-oxoisoindolin-5-yl)-3,4-dihydro-1H-benzo[4,5]imidazo[2,1-c][1,4]oxazine-8-carboxamide